(R)-3-(4-(7H-pyrrolo[2,3-d]pyrimidin-4-yl)-1H-pyrazol-1-yl)-3-cyclopentylpropanenitrile Phosphoric Acid Salt P(O)(O)(O)=O.N1=CN=C(C2=C1NC=C2)C=2C=NN(C2)[C@H](CC#N)C2CCCC2